butyl-4-(2-aminoethyl)piperazine-1-carboxylate C(CCC)OC(=O)N1CCN(CC1)CCN